CN(C)C[C@@H]1N(CCC1)C1=CC(=C(C=C1[N+](=O)[O-])NC1=NC=C(C(=N1)N1CC2(C3=NC=CC=C31)CC2)C(=O)OC(C)C)OC isopropyl (R)-2-((4-(2-((dimethylamino) methyl)pyrrolidin-1-yl)-2-methoxy-5-nitrophenyl)amino)-4-(spiro(cyclopropane-1,3'-pyrrolo[3,2-b]pyridin)-1'(2'H)-yl)pyrimidine-5-carboxylate